C(=O)O.C(#N)CN1N=C(C(=C1)C1=CN=C2N1C=CN=C2NC2=CC(=C(C(=O)N[C@@H](C(N1CCNCC1)=O)C)C=C2)CC)C(F)(F)F 4-[[3-[1-(cyanomethyl)-3-(trifluoromethyl)pyrazol-4-yl]imidazo[1,2-a]pyrazin-8-yl]amino]-2-ethyl-N-[(1R)-1-methyl-2-oxo-2-piperazin-1-yl-ethyl]benzamide formate